(5-(benzyl-oxy)-2-fluorophenyl)(6-(1-(o-tolyl)-1H-pyrazol-5-yl)-2-azaspiro[3.3]heptan-2-yl)methanone C(C1=CC=CC=C1)OC=1C=CC(=C(C1)C(=O)N1CC2(C1)CC(C2)C2=CC=NN2C2=C(C=CC=C2)C)F